BrC1=C(OCCN(C(OC(C)(C)C)=O)C)C=CC=C1 tert-butyl (2-(2-bromophenoxy)ethyl)(methyl)carbamate